C(\C=C\C(=O)[O-])(=O)OCC[Si](CC)(CC)CC triethylsilylethyl fumarate